CC1=NC(=CC(=C1)C=1NC2=CC=C(C=C2C1C(C)C)C1CCN(CC1)CC(=O)NCC1(CC1)C)C 2-(4-(2-(2,6-dimethylpyridin-4-yl)-3-isopropyl-1H-indol-5-yl)piperidin-1-yl)-N-((1-methylcyclopropyl)methyl)acetamide